N-cyclohexyl-3-(2,3-dihydro-1H-indene-2-carboxamido)pyrazine-2-carboxamide C1(CCCCC1)NC(=O)C1=NC=CN=C1NC(=O)C1CC2=CC=CC=C2C1